FC(F)C12CC(C1)(C2)I (difluoromethyl)-3-iodobicyclo[1.1.1]Pentane